tert-Butyl (1R,5S)-3-((R or S)-6-chloro-2-(4-(dimethylamino) butoxy)-8-fluoro-7-(3-hydroxynaphthalen-1-yl)quinazolin-4-yl)-3,8-diazabicyclo[3.2.1]octane-8-carboxylate ClC=1C=C2C(=NC(=NC2=C(C1C1=CC(=CC2=CC=CC=C12)O)F)OCCCCN(C)C)N1C[C@H]2CC[C@@H](C1)N2C(=O)OC(C)(C)C